tridec-1-en C=CCCCCCCCCCCC